4-(2,2-difluoro-1-methylcyclobutyl)-1,1'-biphenyl FC1(C(CC1)(C)C1=CC=C(C=C1)C1=CC=CC=C1)F